4-(3-(3,8-diazabicyclo[3.2.1]octan-3-yl)-7-fluoro-1-methyl-1H-pyrazolo[4,3-c]pyridin-6-yl)-5-ethynyl-6-fluoronaphthalen-2-ol C12CN(CC(CC1)N2)C2=NN(C1=C2C=NC(=C1F)C1=CC(=CC2=CC=C(C(=C12)C#C)F)O)C